rac-(3aR,4S,6aS)-4-(3,3-difluoroazetidin-1-yl)-1-(7,8-dihydrofuro[3,2-e][1,3]benzothiazole-2-yl)hexahydrocyclopenta[d]imidazol-2(1H)-one FC1(CN(C1)[C@H]1CC[C@@H]2N(C(N[C@@H]21)=O)C=2SC1=C(N2)C2=C(C=C1)OCC2)F |r|